5-bromo-3-((2-(4-((1-(cyclopropylmethyl)-1H-pyrazol-4-yl)methyl)-1-methyl-1H-pyrazol-3-yl)-5-fluorophenyl)methoxy-d2)-2-nitropyridine BrC=1C=C(C(=NC1)[N+](=O)[O-])OC([2H])([2H])C1=C(C=CC(=C1)F)C1=NN(C=C1CC=1C=NN(C1)CC1CC1)C